N2-[3-chloro-2-(3-ethyl-3,7-diazabicyclo[3.3.0]octan-7-yl)pyridin-5-yl]-5-methyl-N4-(2-oxo-2,3-dihydro-1,3-benzoxazol-5-yl)-2,4-pyrimidinediamine ClC=1C(=NC=C(C1)NC1=NC=C(C(=N1)NC=1C=CC2=C(NC(O2)=O)C1)C)N1CC2CN(CC2C1)CC